4-(3-(cyclopropylmethoxy)-4-(difluoromethoxy)phenyl)pyrrolidine-2-carboxylic acid methyl ester hydrochloride Cl.COC(=O)C1NCC(C1)C1=CC(=C(C=C1)OC(F)F)OCC1CC1